4-((2-aminomethyl-3-fluoroallyl)oxy)-N-(2,3-dihydrobenzo[b][1,4]dioxin-6-yl)benzamide trifluoroacetate FC(C(=O)O)(F)F.NCC(COC1=CC=C(C(=O)NC2=CC3=C(OCCO3)C=C2)C=C1)=CF